4-[3-[2,6-Dichloro-4-[4-(2-hydroxy-2-methylpropyl)piperazin-1-yl]benzoyl]-2,4-dihydro-1,3-benzoxazin-8-yl]-5-fluoro-2-morpholin-4-ylbenzoic acid ClC1=C(C(=O)N2COC3=C(C2)C=CC=C3C3=CC(=C(C(=O)O)C=C3F)N3CCOCC3)C(=CC(=C1)N1CCN(CC1)CC(C)(C)O)Cl